5-(2-Fluoro-4-phenoxyphenyl)-7-((3r,6s)-6-methyltetrahydro-2H-pyran-3-yl)imidazo[5,1-f][1,2,4]triazin-4-amine FC1=C(C=CC(=C1)OC1=CC=CC=C1)C=1N=C(N2N=CN=C(C21)N)[C@@H]2CO[C@H](CC2)C